1-(2-((2-((3-chloro-2-fluorobenzyl)amino)-2-oxoethyl)(cyclopropyl)amino)-2-oxoethyl)-1H-indazole-3,6-dicarboxamide ClC=1C(=C(CNC(CN(C(CN2N=C(C3=CC=C(C=C23)C(=O)N)C(=O)N)=O)C2CC2)=O)C=CC1)F